2-trimethylsilylethyl N-[(3R,4R)-1-[6-[[1-[3-[4-(3-aminopropyl)piperazin-1-yl]propyl]-3-methoxy-pyrazol-4-yl]amino]-9-methyl-purin-2-yl]-4-fluoro-pyrrolidin-3-yl]carbamate NCCCN1CCN(CC1)CCCN1N=C(C(=C1)NC1=C2N=CN(C2=NC(=N1)N1C[C@H]([C@@H](C1)F)NC(OCC[Si](C)(C)C)=O)C)OC